2,7-dichloro-8-fluoro-4-((1R,5S)-8-(2-phenylpropan-2-yl)-3,8-diazabicyclo[3.2.1]Oct-6-en-3-yl)pyrido[4,3-d]pyrimidine ClC=1N=C(C2=C(N1)C(=C(N=C2)Cl)F)N2C[C@H]1C=C[C@@H](C2)N1C(C)(C)C1=CC=CC=C1